1-(2,2-difluorocyclopropyl)-3-(5-((2R,4S)-2-(2,5-difluorophenyl)-4-hydroxypyrrolidin-1-yl)pyrazolo[1,5-a]pyrimidin-3-yl)thiourea FC1(C(C1)NC(=S)NC=1C=NN2C1N=C(C=C2)N2[C@H](C[C@@H](C2)O)C2=C(C=CC(=C2)F)F)F